2,4,6-trimethyl-benzoyl-diphenoxyphosphorus CC1=C(C(=O)P(OC2=CC=CC=C2)OC2=CC=CC=C2)C(=CC(=C1)C)C